C(C)(C)(C)OC(=O)N1C[C@H](CC=C1OS(=O)(=O)C(F)(F)F)C.C[C@@H]1CN(C(=CC1)C1=CC2=CC=CC=C2C=C1)C(=O)OC(C)(C)C (S)-tert-butyl 3-methyl-6-(naphthalen-2-yl)-3,4-dihydropyridine-1(2H)-carboxylate tert-Butyl-(3S)-3-methyl-6-(trifluoromethylsulfonyloxy)-3,4-dihydro-2H-pyridine-1-carboxylate